FC1=C(C(=CC=C1)F)C1=NC=2C(=NNC2C=2C=C(N=C(C2N1)C)N1CCN(CC1)CC(F)(F)F)C 8-(2,6-difluorophenyl)-5,11-dimethyl-13-[4-(2,2,2-trifluoroethyl)piperazin-1-yl]-3,4,7,9,12-pentazatricyclo[8.4.0.02,6]tetradeca-1(10),2(6),4,7,11,13-hexaene